OC1=C(C=CC=C1)C=1NC2=C(N1)C=CC=C2 2-(2-Hydroxyphenyl)Benzimidazole